CC1C(N(CO1)CCC1=CC=C2CC(NC2=C1)=O)=O 5-methyl-3-(2-(2-oxoindolin-6-yl)ethyl)oxazolidin-4-one